1-((2R,4S,5R)-5-(((tert-butyldiphenylsilyl)oxy)methyl)-4-(((2S,4R,6S)-2-oxido-4,6-diphenyl-1,3,2-oxathiaphosphinan-2-yl)oxy)tetrahydrofuran-2-yl)-5-methylpyrimidine-2,4(1H,3H)-dione [Si](C1=CC=CC=C1)(C1=CC=CC=C1)(C(C)(C)C)OC[C@@H]1[C@H](C[C@@H](O1)N1C(NC(C(=C1)C)=O)=O)O[P@@]1(O[C@@H](C[C@@H](S1)C1=CC=CC=C1)C1=CC=CC=C1)=O